(R)-Ethyl 1-(4-chloro-3-(trifluoromethyl) benzoyl)-5-isothiocyanato-2-methyl-1,2,3,6-tetrahydropyridine-4-carboxylate ClC1=C(C=C(C(=O)N2[C@@H](CC(=C(C2)N=C=S)C(=O)OCC)C)C=C1)C(F)(F)F